ClC1=CC=C(C=C1)C(CC(C(=O)OC)C(=O)OC)=O dimethyl [2-(4-chlorophenyl)-2-oxoethyl]malonate